lauryl pentacosanoate C(CCCCCCCCCCCCCCCCCCCCCCCC)(=O)OCCCCCCCCCCCC